CC1(OB(OC1(C)C)C1=CC=C(C=C1)C=1C(=CC=CC1)O)C 4'-(4,4,5,5-tetramethyl-1,3,2-dioxaborolan-2-yl)-[1,1'-biphenyl]-2-ol